1,4-bis(2-ethylbutyl) 2-aminosuccinate NC(C(=O)OCC(CC)CC)CC(=O)OCC(CC)CC